3-(6-bromo-2-oxobenzo[cd]indol-1(2H)-yl)azetidine-3-carbonitrile BrC=1C=2C3=C(C(N(C3=CC1)C1(CNC1)C#N)=O)C=CC2